Methyl 2-(bromomethyl)-4-(2-(4-(bromomethyl)-3-fluoro-5-(methoxycarbonyl)phenoxy) ethoxy)-3-fluorobenzoate BrCC1=C(C(=O)OC)C=CC(=C1F)OCCOC1=CC(=C(C(=C1)C(=O)OC)CBr)F